(E)-3-(dipropylamino)acrylic acid ethyl ester C(C)OC(\C=C\N(CCC)CCC)=O